(2,6-dichloro-3,5-dimethoxyphenyl)-1-(4-methoxybenzyl)-4,5,6,7-tetrahydro-1H-indazole-3-carboxylic acid ClC1=C(C(=C(C=C1OC)OC)Cl)C1C=2C(=NN(C2CCC1)CC1=CC=C(C=C1)OC)C(=O)O